2-amino-7-fluoro-N-((3-fluoro-2-pyridinyl)methyl)-3-methyl-N-((5-(trifluoromethyl)-2-pyridinyl)methyl)-6-quinolinecarboxamide NC1=NC2=CC(=C(C=C2C=C1C)C(=O)N(CC1=NC=C(C=C1)C(F)(F)F)CC1=NC=CC=C1F)F